N-ethyl-5-fluoro-N-isopropyl-2-((2-methyl-4-(2,7-diazaspiro[3.5]nonan-2-yl)pyrimidin-5-yl)oxy)benzamide hydrochloride Cl.C(C)N(C(C1=C(C=CC(=C1)F)OC=1C(=NC(=NC1)C)N1CC2(C1)CCNCC2)=O)C(C)C